dimethyl 2-(6-methoxypyridin-3-yl)-2-methylmalonate COC1=CC=C(C=N1)C(C(=O)OC)(C(=O)OC)C